dimethylamino-1,2-benzophenoxazine CN(C)C1=NOC=2C(C=CC3=CC=4C=CC=CC4CC23)=C1